3-(1,1-difluoro-2-(4-morpholinopiperidin-1-yl)-2-oxoethyl)-4-fluoro-N-(4-fluoro-3-methylphenyl)benzamide FC(C(=O)N1CCC(CC1)N1CCOCC1)(F)C=1C=C(C(=O)NC2=CC(=C(C=C2)F)C)C=CC1F